7-chloro-5-phenyl-1,4-benzodiazepine-2-one ClC=1C=CC=2C(=C(N=CC(N2)=O)C2=CC=CC=C2)C1